4-hydroxytetramethyl-piperidine oxide OC1C(C([N+](CC1)(C)[O-])(C)C)C